NC1=NC=C(C2=C1C(=NN2C)C2=CC(=C(C=C2)NS(=O)(=O)C(F)F)O[C@@H](C)C2=CC=C(C=C2)F)C=2C=NN(C2)CCOC (S)-N-(4-(4-amino-7-(1-(2-methoxyethyl)-1H-pyrazol-4-yl)-1-methyl-1H-pyrazolo[4,3-c]pyridin-3-yl)-2-(1-(4-fluorophenyl)ethoxy)phenyl)-1,1-difluoromethanesulfonamide